C1(=CC=C(C=C1)\C=C\C=C\C=C\C=C\C1=CC=C(C=C1)C)C (1E,3E,5E,7E)-1,8-di-p-tolylocta-1,3,5,7-tetraene